C(N)(OCCCCC(C(C)C)N1CC2(C1)CN(CC2)C=2N=CN=NC2OC2=C(C=C(C=C2)F)C(N(C(C)C)CC)=O)=O (5-(6-(6-(2-(ethyl (isopropyl) carbamoyl)-4-fluorophenoxy)-1,2,4-triazin-5-yl)-2,6-diazaspiro[3.4]octan-2-yl)-6-methylheptyl) carbamate